CN1CC(C1)(C)[C@@](C=1C=C(C=NC1)C#CC(C)(C)N1C(OCC1)=O)(C1=CC=C(C=C1)C(C)C)O 3-(3-{5-[(R)-(1,3-dimethyl-azetidin-3-yl)-hydroxy-(4-isopropyl-phenyl)-methyl]-pyridin-3-yl}-1,1-dimethyl-prop-2-ynyl)-Oxazolidin-2-one